(Z)-8-benzyl-2-(furan-2-ylmethylene)-6-(2-methyl-3-nitrophenyl)imidazo[1,2-a]pyrazin-3(2H)-one C(C1=CC=CC=C1)C=1C=2N(C=C(N1)C1=C(C(=CC=C1)[N+](=O)[O-])C)C(/C(/N2)=C/C=2OC=CC2)=O